bis-sulfoseleno-hydrazine S(=O)(=O)(O)[Se]NN[Se]S(=O)(=O)O